C1(=CC=CC=C1)[C@H]([C@H](N)C1=CC=CC=C1)N (1R,2R)-1,2-diphenyl-ethylenediamine